5-(7-((1R,4R)-2,5-diazabicyclo[2.2.1]hept-2-yl)-1-methyl-1H-indazol-3-yl)-6-(benzyloxy)pyridin-2-ol [C@H]12N(C[C@H](NC1)C2)C=2C=CC=C1C(=NN(C21)C)C=2C=CC(=NC2OCC2=CC=CC=C2)O